12-(sec-butyl)-8-(2-(3-fluoropyridin-2-yl)ethyl)-4-oxa-8,12-diazadispiro[2.1.5.3]tridecane C(C)(CC)N1CC2(OC3(CC3)C1)CCN(CC2)CCC2=NC=CC=C2F